FC1=CC=C2C=CN=CC2=C1[N+](=O)[O-] 7-Fluoro-8-Nitroisoquinoline